vinyl-benzenesulfonic acid dimethyl-ethanolamine salt CN(CCO)C.C(=C)C1=C(C=CC=C1)S(=O)(=O)O